3-(4-bromobenzamido)-N-(2-((diethylamino)methyl)benzyl)benzamide BrC1=CC=C(C(=O)NC=2C=C(C(=O)NCC3=C(C=CC=C3)CN(CC)CC)C=CC2)C=C1